3-bromo-2,4-difluoro-benzaldehyde BrC=1C(=C(C=O)C=CC1F)F